1-(naphthalen-2-yl)piperazine-hydrochloride Cl.C1=C(C=CC2=CC=CC=C12)N1CCNCC1